Methyl 1-(7-(2-amino-3-cyano-7-fluorobenzo[b]thiophen-4-yl)-6-chloro-8-fluoro-2-(((2R,7aS)-2-fluorotetrahydro-1H-pyrrolizin-7a(5H)-yl)methoxy)quinazolin-4-yl)piperidine-4-carboxylate NC1=C(C2=C(S1)C(=CC=C2C2=C(C=C1C(=NC(=NC1=C2F)OC[C@]21CCCN1C[C@@H](C2)F)N2CCC(CC2)C(=O)OC)Cl)F)C#N